N1N=CC(=C1)CCNC1=NCN(C(=C1C)C)C(C)C1=NC=CC=C1Cl 4-((2-(1H-pyrazol-4-yl)ethyl)amino)-N-(1-(3-chloropyridin-2-yl)ethyl)-5,6-dimethylpyrimidine